OC(C1(CC1)C#N)C1N2C(C3=CC=CC=C13)=CN=C2 1-(hydroxy(5H-imidazo[5,1-a]isoindol-5-yl)methyl)cyclopropane-1-carbonitrile